Cl.BrC=1N=C(OC1)C 4-bromo-2-methyl-1,3-oxazol hydrochloride